Diphenylmethylstyrene C1(=CC=CC=C1)C(C1=CC=CC=C1)C=CC1=CC=CC=C1